N-(1-methyl-1H-pyrazol-4-yl)pyrrolo[2,1-f][1,2,4]triazin-2-amine CN1N=CC(=C1)NC1=NN2C(C=N1)=CC=C2